FC=1C(=C(C=O)C=C(C1)C=1N=NN(C1)C1=CC(=CC=C1)C1=CN(C=C1)C)O 3-fluoro-2-hydroxy-5-(1-(3-(1-methyl-1H-pyrrol-3-yl)phenyl)-1H-1,2,3-triazol-4-yl)benzaldehyde